2-(((5-(tert-butyl)-6-chloro-1H-indazol-3-yl)amino)methyl)-1,4-dimethyl-1H-imidazole-5-carboxamide C(C)(C)(C)C=1C=C2C(=NNC2=CC1Cl)NCC=1N(C(=C(N1)C)C(=O)N)C